tert-Butyl 7-(hydroxymethyl)-1,1-dimethyl-3,4-dihydroisoquinoline-2-carboxylate OCC1=CC=C2CCN(C(C2=C1)(C)C)C(=O)OC(C)(C)C